9,9-bis(6-(3-hydroxypropoxy)-2-naphthyl)-2,7-dimethylfluorene OCCCOC=1C=C2C=CC(=CC2=CC1)C1(C2=CC(=CC=C2C=2C=CC(=CC12)C)C)C1=CC2=CC=C(C=C2C=C1)OCCCO